COC=1C=C(C=CC1NCC#CC=1N(C2=CC=CC(=C2C1)NC1CCC(CC1)N1CCC(CC1)S(=O)(=O)C)CC(F)(F)F)S(=O)(=O)N 3-methoxy-4-{[3-(4-{[(1R,4R)-4-(4-methanesulfonylpiperidin-1-yl)cyclohexyl]amino}-1-(2,2,2-trifluoroethyl)-1H-indol-2-yl)prop-2-yn-1-yl]amino}benzene-1-sulfonamide